C(C)(C)(C)N1CC2(OC3=CC(=C(C=C3C(C2)O)C)C)C1 1-(tert-butyl)7'-methyl-4'-hydroxy-6'-methylspiro[azetidine-3,2'-chroman]